3-(4-(2-(pyrrolidin-1-yl)ethoxy)phenyl)-1-(thieno[2,3-d]Pyrimidin-4-yl)-1H-1,2,4-triazole-3,5-diamine N1(CCCC1)CCOC1=CC=C(C=C1)C1(NN(C(=N1)N)C=1C2=C(N=CN1)SC=C2)N